BrC1=CC=C2C(OC(C2=C1)=O)(C)CCCC 6-bromo-3-butyl-3-methyl-isobenzofuran-1(3H)-one